4,6-diethyl-1,3,5-triazin C(C)C1=NC=NC(=N1)CC